FC=1C=C(C=CC1NC1=NC=C(C=N1)C1CC(C1)COC=1N=NC=CC1C(C)C)S(=O)(=O)NC1CC(C1)(C(F)(F)F)O 3-fluoro-N-((1s,3s)-3-hydroxy-3-(trifluoromethyl)cyclobutyl)-4-((5-((1s,3s)-3-(((4-isopropylpyridazin-3-yl)oxy)methyl)cyclobutyl)pyrimidin-2-yl)amino)benzenesulfonamide